5-(7-Methoxy-1-methyl-β-carbolin-9-yl)pentanoic acid t-butyl ester C(C)(C)(C)OC(CCCCN1C2=CC(=CC=C2C=2C=CN=C(C12)C)OC)=O